OC1C(COC1)(C)N1CCC(CC1)C=1C=C2C=C(N=CC2=CC1C)NC(=O)C1C(C1)C1=NC=CC=C1 N-(6-(1-(4-hydroxy-3-methyltetrahydrofuran-3-yl)piperidin-4-yl)-7-methylisoquinolin-3-yl)-2-(pyridin-2-yl)cyclopropane-1-carboxamide